N-(5-fluoropyridin-3-yl)-3-(4-((1-methylpiperidin-4-yl)oxy)quinazolin-6-yl)-1H-pyrrolo[2,3-b]pyridine-5-carboxamide FC=1C=C(C=NC1)NC(=O)C=1C=C2C(=NC1)NC=C2C=2C=C1C(=NC=NC1=CC2)OC2CCN(CC2)C